2-(3-bromo-5-methyl-1H-pyrazol-1-yl)acetic acid methyl ester COC(CN1N=C(C=C1C)Br)=O